5-[4-fluoro-2-(piperidin-4-yl)-1,3-benzothiazol-6-yl]-2-methyl-2H-pyrazolo[4,3-b]pyridine FC1=CC(=CC2=C1N=C(S2)C2CCNCC2)C=2C=CC=1C(N2)=CN(N1)C